CO[C@@H]1CC[C@H](CC1)NC(=O)C=1C=NN2C1C=C(C=C2)C2=CNC=1N=C(N=CC12)C=1C=C2C=CC=NC2=CC1 N-(trans-4-methoxycyclohexyl)-5-(2-(quinolin-6-yl)-7H-pyrrolo[2,3-d]pyrimidin-5-yl)pyrazolo[1,5-a]pyridine-3-carboxamide